1-(4-((4'-((4-hydroxypiperidin-1-yl)methyl)-[1,1'-biphenyl]-4-yl)methyl)phenyl)-5-methyl-1H-1,2,4-triazole-3-carboxamide OC1CCN(CC1)CC1=CC=C(C=C1)C1=CC=C(C=C1)CC1=CC=C(C=C1)N1N=C(N=C1C)C(=O)N